BrC=1OC=C2C=C(C=CC12)[N+](=O)[O-] 3-bromo-6-nitroisobenzofuran